C(C)(C)(C)[Si](C)(C)O[C@@H]([C@H](CC#C)OC1CCCC1)C1=CC(=C(C(=C1)OC)C)OC t-butyl-(((1R,2S)-2-(cyclopentyloxy)-1-(3,5-dimethoxy-4-methylphenyl)pent-4-yn-1-yl)oxy)dimethylsilane